1-[[4-[[(2-pyridinylmethyl)amino]methyl]phenyl]methyl]-1-(2-pyridinyl)methylamine N1=C(C=CC=C1)CNCC1=CC=C(C=C1)CC(C1=NC=CC=C1)N